2-(methylthio)benzonitrile CSC1=C(C#N)C=CC=C1